((((6-(((acetoxymethoxy)(methyl)phosphoryl)oxy)-5'-methyl-4-pentyl-1',2',3',4'-tetrahydro-[1,1'-biphenyl]-2-yl)oxy)(methyl)phosphoryl)oxy)methyl acetate C(C)(=O)OCOP(=O)(C)OC1=C(C(=CC(=C1)CCCCC)OP(=O)(C)OCOC(C)=O)C1CCCC(=C1)C